2-(chloromethyl)-4-fluoro-1-{[2-(trimethylsilyl)ethoxy]methyl}-1H-benzimidazole ClCC1=NC2=C(N1COCC[Si](C)(C)C)C=CC=C2F